SCCOC(C)OCCS bis(2-mercaptoethoxy)ethane